C1(CC1)[C@H](C)N1C(C2=C(C=C(C=C2C1)C1=CC(=NN1C)NC(C)=O)S(N)(=O)=O)=O (S)-N-(5-(2-(1-cyclopropylethyl)-1-oxo-7-sulfamoyl-isoindol-5-yl)-1-methyl-1H-pyrazol-3-yl)acetamide